((2-(1-cyclopropylethyl)-1,2,3,4-tetrahydroisoquinolin-7-yl)(methyl)amino)benzonitrile hydrochloride Cl.C1(CC1)C(C)N1CC2=CC(=CC=C2CC1)N(C)C1=C(C#N)C=CC=C1